ClC1=CC=C(C2=CN(N=C12)C1OCCCC1)C1=C(C(NC2=CC=C(C=C12)C(NC1CC1)=O)=O)NC(OC(C)(C)C)=O tert-Butyl N-[4-(7-chloro-2-(oxan-2-yl)indazol-4-yl)-6-(cyclopropylcarbamoyl)-2-oxo-1H-quinolin-3-yl]carbamate